9,9-bis(6-(2-hydroxyethoxy)-2-naphthyl)-1,8-di(9-anthryl)fluorene OCCOC=1C=C2C=CC(=CC2=CC1)C1(C2=C(C=CC=C2C=2C=CC=C(C12)C=1C2=CC=CC=C2C=C2C=CC=CC12)C=1C2=CC=CC=C2C=C2C=CC=CC12)C1=CC2=CC=C(C=C2C=C1)OCCO